FC1=CC=C(C=C1)[C@@H]1N(CCC2=CC=CC=C12)C1=NC2(CC(C2)N2C(C3=CC=CC=C3C2=O)=O)CO1 (S)-2-(6-(1-(4-fluorophenyl)-3,4-dihydroisoquinolin-2(1H)-yl)-7-oxa-5-azaspiro[3.4]oct-5-en-2-yl)isoindoline-1,3-dione